ClC=1C=C2C=C(NC2=CC1)C(=O)NNC(/C=C/C=1CN(C=CC1)CCCCCCCCCCCC)=O (E)-3-(3-(2-(5-chloro-1H-indole-2-carbonyl)hydrazino)-3-oxoprop-1-en-1-yl)-1-dodecylpyridin